(S)-(4-(7-fluorobenzo[d]oxazol-2-yl)-6,7-dihydro-1H-imidazo[4,5-c]pyridin-5(4H)-yl)(6-(pyridin-2-yl)pyrazolo[1,5-a]pyridin-3-yl)methanone FC1=CC=CC=2N=C(OC21)[C@H]2N(CCC1=C2N=CN1)C(=O)C=1C=NN2C1C=CC(=C2)C2=NC=CC=C2